7-morpholino-N-[5-(o-tolyl)-1H-pyrazol-3-yl]-2-(4-pyridinyl)pyrazolo[1,5-a]pyrimidin-5-amine O1CCN(CC1)C1=CC(=NC=2N1N=C(C2)C2=CC=NC=C2)NC2=NNC(=C2)C2=C(C=CC=C2)C